SC(CNC(OC(C)(C)C)=O)([2H])[2H] tert-butyl (2-mercaptoethyl-2,2-d2)carbamate